(5-(5-fluoro-4,6-dimethylpyrimidin-2-yl)-3,3a,4,6a-tetrahydrocyclopenta[c]pyrrol-2(1H)-yl)(4-(methoxy-d3)-2-(2H-1,2,3-triazol-2-yl)phenyl)methanone FC=1C(=NC(=NC1C)C=1CC2C(CN(C2)C(=O)C2=C(C=C(C=C2)OC([2H])([2H])[2H])N2N=CC=N2)C1)C